(2-(((2-aminoethyl)(methyl)-amino)methyl)-3-(4,4-bis-(methoxymethyl)cyclohexyl)-6,7-dihydropyrazolo[1,5-a]-pyrazin-5(4H)-yl)(3-fluorobicyclo[1.1.1]pentan-1-yl)methanone NCCN(C)CC1=NN2C(CN(CC2)C(=O)C23CC(C2)(C3)F)=C1C1CCC(CC1)(COC)COC